3-(4,4-difluoro-1-piperidinyl)aniline Tert-butyl-(5-(6-fluoro-1H-indazol-5-yl)pyridin-2-yl)carbamate C(C)(C)(C)N(C(O)=O)C1=NC=C(C=C1)C=1C=C2C=NNC2=CC1F.FC1(CCN(CC1)C=1C=C(N)C=CC1)F